4-cyano-4-(2,6-difluorophenyl)piperidine-1-carboxylic acid tert-butyl ester C(C)(C)(C)OC(=O)N1CCC(CC1)(C1=C(C=CC=C1F)F)C#N